Methyl 3-bromo-1-methyl-2-oxoimidazo[1,5-a]pyrimidine-8-carboxylate BrC=1C(N(C=2N(C1)C=NC2C(=O)OC)C)=O